(1-((1-((benzyloxy)methyl)cyclopropyl)sulfonyl)cyclopropyl)methanol C(C1=CC=CC=C1)OCC1(CC1)S(=O)(=O)C1(CC1)CO